N-(4-(6-aminopyridin-3-yl)phenyl)-2-(piperazin-1-yl)pyrimidin-4-amine NC1=CC=C(C=N1)C1=CC=C(C=C1)NC1=NC(=NC=C1)N1CCNCC1